2-(bromomethyl)-tetrahydro-furan BrCC1OCCC1